3-(2-hydroxypropan-2-yl)-5-(trifluoromethyl)pyridine OC(C)(C)C=1C=NC=C(C1)C(F)(F)F